4-((3-(1H-pyrrol-2-yl)phenyl)carbamoyl)-2-(6-methoxy-2',6'-dimethyl-[1,1'-biphenyl]-3-yl)-5-methyl-1H-imidazole 3-oxide N1C(=CC=C1)C=1C=C(C=CC1)NC(=O)C=1[N+](=C(NC1C)C=1C=C(C(=CC1)OC)C1=C(C=CC=C1C)C)[O-]